C(CCCCCCC\C=C/C\C=C/CCCCC)OC=C(CN1CCN(CC1)C)OCCCCCCCC\C=C/C\C=C/CCCCC 1,2-Di-linoleyloxy-3-(N-methylpiperazino)propaneN